Docosahexaenoyl-2',2'-Difluorodeoxycytidine C(C=CC=CC=CC=CC=CC=CCCCCCCCCC)(=O)[C@@]1(C([C@H](O)[C@@H](CO)O1)(F)F)N1C(=O)N=C(N)C=C1